CP(O)(O)=O.C(C)C(CN(O)O)CC diethyl-N,N-dihydroxyethylamine methylphosphonate